CC1=C(C(=CC=C1)C)C=1C=C(C=O)C=CC1C(F)(F)F 3-(2,6-dimethylphenyl)-4-(trifluoromethyl)benzaldehyde